3-methyl-4-(prop-1-yn-1-yl)pyridine tert-butyl-(S)-(3-cyano-1-(3-(trifluoromethoxy)phenyl)propyl)carbamate C(C)(C)(C)N(C(O)=O)[C@@H](CCC#N)C1=CC(=CC=C1)OC(F)(F)F.CC=1C=NC=CC1C#CC